Butylether C(CCC)OCCCC